monoammonium orthophosphite P([O-])(O)O.[NH4+]